3-(((1s,3R)-3-methyl-1-(4-methyl-4H-1,2,4-triazol-3-yl)cyclobutyl)phenyl)-2-((S)-1-((S)-3-methylpiperidin-1-yl)ethyl)-1,6-dihydro-7H-pyrrolo[2,3-c]pyridin-7-one CC1CC(C1)(C1=NN=CN1C)C1=C(C=CC=C1)C1=C(NC=2C(NC=CC21)=O)[C@H](C)N2C[C@H](CCC2)C